2-naphthylcyclopropylamine-tosylate salt S(=O)(=O)(O)C1=CC=C(C)C=C1.C1=C(C=CC2=CC=CC=C12)NC1CC1